OC1=CC=C(C=C1)C1=CC(=CC=C1OC)C(=O)O 4'-hydroxy-6-methoxybiphenyl-3-carboxylic acid